(3-(tert-butyl)-1-(6-methylpyridin-3-yl)-1H-pyrazol-5-yl)-3-(2-(methylthio)-4-((3-keto-3,4-dihydropyrido[2,3-b]pyrazin-8-yl)oxy)phenyl)urea C(C)(C)(C)C1=NN(C(=C1)NC(=O)NC1=C(C=C(C=C1)OC1=CC=NC=2NC(C=NC21)=O)SC)C=2C=NC(=CC2)C